C(C)N1N=CC2=NC(=CC(=C21)C(C#N)(C)C)N2[C@@H](COCC2)C (R)-2-(1-Ethyl-5-(3-methylmorpholinyl)-1H-pyrazolo[4,3-b]pyridin-7-yl)-2-methylpropanenitrile